keto-β-methylvaleric acid O=C(C(=O)O)C(CC)C